2-Methyl-5-(4,4,5,5-tetramethyl-1,3,2-dioxaborolan-2-yl)benzo[d]thiazole CC=1SC2=C(N1)C=C(C=C2)B2OC(C(O2)(C)C)(C)C